ethyl 4-(6-(3-((2-((3-ethoxy-3-oxopropyl) (methyl) carbamoyl)-5-methoxybenzo[b]thiophen-6-yl) oxy) propoxy)-5-methoxybenzo[b]thiophen-2-yl)-4-oxobutyrate C(C)OC(CCN(C(=O)C1=CC2=C(S1)C=C(C(=C2)OC)OCCCOC=2C(=CC1=C(SC(=C1)C(CCC(=O)OCC)=O)C2)OC)C)=O